4-(3-fluoro-4-formylphenyl)-formyl-piperazine-1-carboxylic acid tert-butyl ester C(C)(C)(C)OC(=O)N1C(CN(CC1)C1=CC(=C(C=C1)C=O)F)C=O